FC1=CC=C(C=C1)C1=NC=NC=N1 6-p-fluorophenyl-1,3,5-triazine